BrC1=CC(=C(OC2CCN(CC2)C(=O)OC(C)(C)C)C(=C1)OC)OC tert-butyl 4-(4-bromo-2,6-dimethoxyphenoxy)piperidine-1-carboxylate